FC=1C=CC(=NC1)[C@@H]1[C@H](CC1)C=1NC(C2=C(N1)N(N=C2C#N)[C@H](C)C=2C=NC(=CC2)C(F)(F)F)=O 6-((1S,2S)-2-(5-fluoropyridin-2-yl)cyclobutyl)-4-oxo-1-((R)-1-(6-(trifluoromethyl)pyridin-3-yl)ethyl)-4,5-dihydro-1H-pyrazolo[3,4-d]pyrimidine-3-carbonitrile